3-hydroxy-5-vinylbenzoic acid OC=1C=C(C(=O)O)C=C(C1)C=C